3-bromo-N-(4-chloro-2-formyl-6-methylphenyl)-1-(3-chloropyridin-2-yl)-1H-pyrazole-5-carboxamide BrC1=NN(C(=C1)C(=O)NC1=C(C=C(C=C1C)Cl)C=O)C1=NC=CC=C1Cl